2,3,5,6,10,11-hexahydroxytriphenylene OC1=CC=2C3=CC(=C(C=C3C3=CC=C(C(=C3C2C=C1O)O)O)O)O